FC(C1=CN(C=2C=NN(C(C21)=O)CC2=CC=C(C=C2)OC)C(C(=O)OCC)C)F ethyl 2-(3-(difluoromethyl)-5-(4-methoxybenzyl)-4-oxo-4,5-dihydro-1H-pyrrolo[2,3-d]pyridazin-1-yl)propanoate